CN1N=C(C(=C1OC(CNC)C)C=1C=C2C(=C(N1)C)N(N=C2C=C)C2OCCCC2)C 2-[2,5-dimethyl-4-(7-methyl-1-tetrahydropyran-2-yl-3-vinyl-pyrazolo[3,4-c]pyridin-5-yl)pyrazol-3-yl]oxy-N-methyl-propan-1-amine